N-[(1s,4s)-4-{[2-(trifluoromethyl)imidazo[1,2-a]pyridin-5-yl]amino}cyclohexyl]-1,3-benzothiazole-7-carboxamide FC(C=1N=C2N(C(=CC=C2)NC2CCC(CC2)NC(=O)C2=CC=CC=3N=CSC32)C1)(F)F